5-methyl-2-[6-(triethoxysilyl)hexyl]-2H-tetrazole CC=1N=NN(N1)CCCCCC[Si](OCC)(OCC)OCC